C(=O)O.CC1=NNC=C1C=1SC=C(N1)C(=O)NC=1C(=NN(C1)C1COC1)C1=NC=CC=C1 2-(3-methyl-1H-pyrazol-4-yl)-N-(1-(oxetan-3-yl)-3-(pyridin-2-yl)-1H-pyrazol-4-yl)thiazole-4-carboxamide, formate salt